NC1=NN2C(N=CC=C2)=C1C(=O)NC(C)C=1C=C(C=2N(C1N1CCCC1)C=NC2)Cl 2-Amino-N-[1-(8-chloro-5-pyrrolidin-1-ylimidazo[1,5-a]pyridin-6-yl)ethyl]pyrazolo[1,5-a]pyrimidine-3-carboxamide